O=C1OC2(C3=NC=CC=C31)CCC(CC2)C(=O)N[C@H](CCCCCC(CC)=O)C=2NC(=CN2)C2=CC=CC=C2 (1R,4s)-5'-Oxo-N-((S)-7-oxo-1-(5-phenyl-1H-imidazol-2-yl)nonyl)-5'H-spiro[cyclohexan-1,7'-furo[3,4-b]pyridin]-4-carboxamid